COCCN1CCC(CC1)C1=NC=CC(=C1)CN(C(=O)C=1C=C(OC2=CC=C(OCC(=O)OC)C=C2)C=CC1)C methyl 2-(4-(3-(((2-(1-(2-methoxyethyl)piperidin-4-yl)pyridin-4-yl)methyl)(methyl)carbamoyl)phenoxy)phenoxy)acetate